tert-Butyl (3R)-3-[(1S)-2-tert-butoxy-2-oxo-1-[[3-[1-(2-trimethylsilylethoxymethyl)pyrazol-3-yl]phenyl]methyl]ethyl]pyrrolidine-1-carboxylate C(C)(C)(C)OC([C@@H](CC1=CC(=CC=C1)C1=NN(C=C1)COCC[Si](C)(C)C)[C@@H]1CN(CC1)C(=O)OC(C)(C)C)=O